C[C@](N)(CC1=CNC2=CC=CC=C12)C(=O)O alpha-methyltryptophan